benzyl-6-(trifluoromethyl)-2,3-dihydroquinolin C(C1=CC=CC=C1)C1N=C2C=CC(=CC2=CC1)C(F)(F)F